(R)-3-fluoro-3-(5-phenyl-3H-imidazo[4,5-b]pyridin-2-yl)piperidine-1-carbonitrile F[C@]1(CN(CCC1)C#N)C1=NC=2C(=NC(=CC2)C2=CC=CC=C2)N1